3,6,9,15-tetraazabicyclo[9.3.1]pentadeca-1(15),11,13-triene-3,6,9-triacetic acid C1=2CN(CCN(CCN(CC(=CC=C1)N2)CC(=O)O)CC(=O)O)CC(=O)O